C1(CCCCC1)OC1=CC(=C(C=C1)OC)[N+](=O)[O-] 4-(Cyclohexyloxy)-1-methoxy-2-nitrobenzene